(4-((2-(allyloxy)-4,5-dichlorophenyl)(amino)methyl)piperidin-1-yl)(phenyl)methanone C(C=C)OC1=C(C=C(C(=C1)Cl)Cl)C(C1CCN(CC1)C(=O)C1=CC=CC=C1)N